(S)-(2'-fluoro-4-(3-(5-(trifluoromethyl)pyridin-2-yloxy)pyrrolidin-1-yl)biphenyl-3-yl)methanol FC1=C(C=CC=C1)C1=CC(=C(C=C1)N1C[C@H](CC1)OC1=NC=C(C=C1)C(F)(F)F)CO